NC1=C2C(=NC=N1)N(N=C2C=2C=C1C(=NC2)NC=C1)CC=1C=C2CCN(CC2=CC1)C(COCCOCCOCCOCCOCCC=O)Br {6-[(4-amino-3-{1H-pyrrolo[2,3-B]pyridin-5-yl}-1H-pyrazolo[3,4-d]pyrimidin-1-yl)methyl]-1,2,3,4-tetrahydroisoquinolin-2-yl}-1-bromo-3,6,9,12,15-pentaoxaoctadecan-18-one